lithium nonafluorovalerate FC(C(C(C(C(=O)[O-])(F)F)(F)F)(F)F)(F)F.[Li+]